C1(=CC=CC=2C3=CC=CC=C3CC12)C1=CC=C(C=C1)C(C=CC1=CC=C(C=C1)O)=O 1-[4-(9H-Fluoren-1-yl)phenyl]-3-(4-hydroxyphenyl)prop-2-en-1-one